OCC1(N2[C@@H](CC(C1=O)CC2)C2=CC=CC=C2)COC (6S)-2-(hydroxymethyl)-2-(methoxymethyl)-6-phenylquinuclidin-3-one